chromium picolineate N1=C(C=CC=C1)C(=O)[O-].[Cr+3].N1=C(C=CC=C1)C(=O)[O-].N1=C(C=CC=C1)C(=O)[O-]